C[C@H]1CN(C[C@H](O1)C)C1=NC(=CC=C1)C=C (2S,6R)-2,6-dimethyl-4-(6-vinyl-2-pyridyl)morpholine